FC1=C(CN2CC(=C(CC2)N=O)CC(=O)O)C=CC=C1 2-(1-(2-Fluorobenzyl)-4-(nitroso)-1,2,5,6-tetrahydropyridin-3-yl)acetic acid